BrC1=C(C(=C(C(=C1F)Br)CC#N)F)CC#N 2,2'-(4,6-dibromo-2,5-difluoro-1,3-phenylene)diacetonitrile